F[C@H]1[C@@H](O[C@@H]([C@H]1O)CI)C1=CC=C2C(=NC=NN21)C2=C(C(=O)N)C=CC=C2 (7-((2s,3r,4r,5s)-3-fluoro-4-hydroxy-5-(iodomethyl)tetrahydrofuran-2-yl)pyrrolo[2,1-f][1,2,4]triazin-4-yl)benzamide